C(N)(=O)C(CN1CC2=C(C=CC(=C2C1=O)NC(=O)C1CCN(CC1)C)C1=CC=C2C=NN(C2=C1)C)=C N-[2-(2-carbamoylallyl)-7-(1-methylindazol-6-yl)-3-oxo-isoindolin-4-yl]-1-methyl-piperidine-4-carboxamide